C(C)(C)(C)OC(=O)N1[C@H]([C@H](CCC1)C(=O)N1CCOCC1)C(=O)N1[C@@H](C[C@H](C1)CC1=CC=C(C=C1)C)C(NCC=1C=C2C=CN(C2=CC1)C)=O (2r,3s)-2-[(2s,4r)-2-[(1-methylindole-5-yl)methylcarbamoyl]-4-(p-tolylmethyl)pyrrolidine-1-carbonyl]-3-(morpholine-4-carbonyl)piperidine-1-carboxylic acid tert-butyl ester